3-((7-((3S,4S)-1-imino-1-oxido-4-phenyltetrahydro-1H-1λ6-thiophene-3-carbonyl)-7-azaspiro[4.5]decan-10-yl)methyl)-6-phenylpyrimidin-4(3H)-one N=S1(C[C@@H]([C@H](C1)C1=CC=CC=C1)C(=O)N1CC2(CCCC2)C(CC1)CN1C=NC(=CC1=O)C1=CC=CC=C1)=O